COC(=O)C1OCCC1.CC1=C(C(=C(C1(C)[Y]C1(C(=C(C(=C1C)C)C)C)C)C)C)C bis(pentamethylcyclopentadienyl)yttrium methyl-tetrahydrofuranate